C(C)(CC)OC1=C(C)C=CC=C1 o-sec-butoxytoluene